(2S)-2-phenyl-2-(prop-2-yloxy)ethan-1-ol C1(=CC=CC=C1)[C@@H](CO)OC(C)C